O=S1(N(CC2(CC2)CN1C1=C(C=C(C=C1Cl)Cl)Cl)CC(=O)NC1C2CC3(CC(CC1C3)C2)C(=O)N)=O 4-(2-(6,6-dioxido-7-(2,4,6-trichlorophenyl)-6-thia-5,7-diazaspiro[2.5]octan-5-yl)acetamido)adamantane-1-carboxamide